ClC1=C(C(=O)N2COC3=C(C2)C=CC=C3C3=CC(=C(C(=O)O)C=C3F)N3C2COCC3CC2)C(=CC(=C1)N1C[C@H](NCC1)C)Cl 4-[3-[2,6-dichloro-4-[(3R)-3-methylpiperazin-1-yl]benzoyl]-2,4-dihydro-1,3-benzoxazin-8-yl]-5-fluoro-2-(3-oxa-8-azabicyclo[3.2.1]octan-8-yl)benzoic acid